bromomethyl-benzopyrene tert-butyl-N-({3-[(3aR,4R,6R,6aS)-6-{2,4-dichloropyrrolo[2,3-d]pyrimidin-7-yl}-2,2-dimethyl-tetrahydro-3aH-cyclopenta[d][1,3]dioxol-4-yl]phenyl}methyl)carbamate C(C)(C)(C)OC(NCC1=CC(=CC=C1)[C@H]1C[C@H]([C@@H]2OC(O[C@@H]21)(C)C)N2C=CC1=C2N=C(N=C1Cl)Cl)=O.BrCC1=CC=C2C=CC=3C=CC=C4C5=C(C1=C2C43)C=CC=C5